[C@H]1(CCC2=NC=3C=CC=CC3CN21)C(=O)O (S)-1,2,3,9-tetrahydropyrrolo[2,1-b]quinazoline-1-carboxylic acid